(R)-(3-aminopiperidin-1-yl)(2-(1-(cyclopropylmethyl)-1H-indol-2-yl)-3,3-dimethyl-3,4-dihydro-5-oxa-1,2a-diazaacenaphthylen-7-yl)methanone N[C@H]1CN(CCC1)C(=O)C=1C=C2OCC(N3C(=NC(C1)=C32)C=3N(C2=CC=CC=C2C3)CC3CC3)(C)C